OCC1CCC(CC1)NC(=O)C1=NC=CC(=N1)C1=CN=CN1C N-((1r,4r)-4-(hydroxymethyl)cyclohexyl)-4-(1-methyl-1H-imidazol-5-yl)pyrimidine-2-carboxamide